FC1(CN(C1)C1=C(C=C(C=N1)C=1C(=C(C=CC1)CO)F)F)F (3-(6-(3,3-difluoroazetidin-1-yl)-5-fluoropyridin-3-yl)-2-fluorophenyl)methanol